2-methylpyridin-1-ium CC1=[NH+]C=CC=C1